FC=1C=C2C=C(C=NC2=CC1F)NC1=NC(=NC=C1)NC=1C=NC(=C(C1)OC)N1CC(N(CC1)C)(C)C 4-(6,7-difluoro-3-quinolylamino)-2-[6-(3,3-dimethyl-4-methyl-1-piperazinyl)-5-methoxy-3-pyridylamino]pyrimidine